4,4'-[1,3-phenylenebis(1-methyl-ethylene)]bis-aniline C1(=CC(=CC=C1)C(CC1=CC=C(N)C=C1)C)C(CC1=CC=C(N)C=C1)C